(1S,3'R,4'S,5'S,6'R)-5-Methoxy-6-(4-methoxy-phenyl)-6'-methyl-3',4',5',6'-tetrahydro-3H-spiro[isobenzofuran-1,2'-pyran]-3',4',5'-triol COC=1C=C2CO[C@]3(O[C@@H]([C@H]([C@@H]([C@H]3O)O)O)C)C2=CC1C1=CC=C(C=C1)OC